C(CCC)N(CCN)CCCC 2-(Dibutylamino)ethylamin